(2S)-2-(4,5-dichloro-6-oxo-pyridazin-1-yl)-N-[4-methyl-3-[[(1S)-2,2,2-trifluoro-1-(2-pyridylmethyl)ethyl]sulfamoyl]phenyl]propanamide ClC=1C=NN(C(C1Cl)=O)[C@H](C(=O)NC1=CC(=C(C=C1)C)S(N[C@H](C(F)(F)F)CC1=NC=CC=C1)(=O)=O)C